diamyl adipate C(CCCCC(=O)OCCCCC)(=O)OCCCCC